1-(5-[(5-chlorothiophen-2-yl)methyl]amino-3-[1-(pyridin-3-ylmethyl)piperidin-4-yl]-1H-pyrazol-1-yl)-2,2-dimethylpropan-1-one ClC1=CC=C(S1)CNC1=CC(=NN1C(C(C)(C)C)=O)C1CCN(CC1)CC=1C=NC=CC1